ClC1=CC=C(C2=C1C=CO2)CCOC=2C(=NC=CC2)C=2CCNCC2 (2-(4-Chlorobenzofuran-7-yl)ethoxy)-1',2',3',6'-tetrahydro-2,4'-bipyridine